4-(2-(5-Methoxy-3,4'-bipyridin-2'-yl)-1H-imidazol-5-yl)-N,N-dimethylbenzene-sulfonamide trifluoroacetate salt FC(C(=O)O)(F)F.COC=1C=C(C=NC1)C1=CC(=NC=C1)C=1NC(=CN1)C1=CC=C(C=C1)S(=O)(=O)N(C)C